NC=1C=C(C(=O)OCC)C=CC1 ethyl 3-aminobenzoate